C(=O)(OC(C)(C)C)N=C(NC1=CC=C(C=C1)O)NC(=O)OC(C)(C)C p-[N',N''-bis(Boc)guanidino]Phenol